4-(4-methylpentyl)-3-cyclohexen-1-formaldehyde CC(CCCC1=CCC(CC1)C=O)C